COC1=CC=CC(=N1)C1=CC=C(C(=N1)N1C(C[C@@H](C1)C)(C)C)C(=O)NS(=O)(=O)C=1C(NC=CC1)=O 6-(6-Methoxy-2-pyridyl)-N-[(2-oxo-1H-pyridin-3-yl)sulfonyl]-2-[(4S)-2,2,4-trimethylpyrrolidin-1-yl]pyridin-3-carboxamid